Cl.NC(C(=O)NC1=C(C=C(C=C1)C(C)N1C(NC(C1)C)=O)F)C1CCCCCC1 2-amino-2-cycloheptyl-N-(2-fluoro-4-(1-(4-methyl-2-oxoimidazolidin-1-yl)ethyl)phenyl)acetamide hydrochloride